3-methyl-N-(trifluoroacetyl)-L-valyl-(4R)-N-{(1S)-1-cyano-2-[(3S)-2-oxopyrrolidin-3-yl]ethyl}-4-(trifluoromethyl)-L-prolinamide CC([C@H](NC(C(F)(F)F)=O)C(=O)N1[C@@H](C[C@H](C1)C(F)(F)F)C(=O)N[C@@H](C[C@H]1C(NCC1)=O)C#N)(C)C